1-(1-(3-fluorophenyl)vinyl)pyrrolidine FC=1C=C(C=CC1)C(=C)N1CCCC1